ClC1=NC=C2C(=N1)N(N=C2C)C2CCOCC2 6-chloro-3-methyl-1-(oxan-4-yl)-1H-pyrazolo[3,4-d]pyrimidine